6-methoxy-7-(4-methoxy-5-(1-Methylpiperidin-4-yl)-1H-benzo[d]imidazol-2-yl)-1H-pyrrolo[3,2-c]pyridine COC1=C(C2=C(C=N1)C=CN2)C2=NC1=C(N2)C=CC(=C1OC)C1CCN(CC1)C